N-(4-(4-((4-fluorobenzyl)oxy)phenyl)-1H-pyrrolo[2,3-b]pyridin-6-yl)cyclopropylcarboxamide FC1=CC=C(COC2=CC=C(C=C2)C2=C3C(=NC(=C2)NC(=O)C2CC2)NC=C3)C=C1